O1C(CCCC1)N1N=CC=C1B1OC(C)(C)C(C)(C)O1 1-(2-tetrahydropyranyl)pyrazole-5-boronic acid pinacol ester